NC1=NC=CC=C1C1=NC=2C(=NC=CC2)N1C1=CC=C(CNC2=CC(=CN=N2)C#N)C=C1 6-((4-(2-(2-Aminopyridin-3-yl)-3H-imidazo[4,5-b]pyridin-3-yl)benzyl)amino)pyridazine-4-carbonitrile